1-((5-chloro-2-pyrimidinyl)methyl)-2-((3R,4R)-4-fluoro-3-(methylamino)-1-piperidinyl)-1H-benzimidazole-5-carbonitrile ClC=1C=NC(=NC1)CN1C(=NC2=C1C=CC(=C2)C#N)N2C[C@H]([C@@H](CC2)F)NC